Cl.N1(C=NC=C1)CC=1C=C2CCNCC2=C(C1)N[C@@H]1COCC1 (S)-6-((1H-imidazol-1-yl)methyl)-N-(tetrahydrofuran-3-yl)-1,2,3,4-tetrahydroisoquinolin-8-amine hydrochloride